ClC1=NC(=CC(=C1)C1=C(C=C(C#N)C=C1)C1=C(N=C(N1)C)C)C1CC1 4-(2-chloro-6-cyclopropylpyridin-4-yl)-3-(2,4-dimethyl-1H-imidazol-5-yl)benzonitrile